NC12COC(CC1)(C2)C(=O)N2[C@H](C1=CC=CC=C1CC2)C2=CC=C(C=C2)F (4-amino-2-oxabicyclo[2.2.1]heptan-1-yl)((S)-1-(4-fluorophenyl)-3,4-dihydroisoquinolin-2(1H)-yl)methanone